N1CC(C1)C1=C(C=NN1)C 5-(azetidin-3-yl)-4-methyl-1H-pyrazole